benzyl-N'-methyl-lysine C(C1=CC=CC=C1)N[C@@H](CCCCNC)C(=O)O